benzyl (4R)-4-(3-hydroxypropyl)-2,2-dimethyl-oxazolidine-3-carboxylate OCCC[C@H]1N(C(OC1)(C)C)C(=O)OCC1=CC=CC=C1